(5-fluoro-2-methyl-1,3-benzothiazol-6-yl)hydrazine FC=1C(=CC2=C(N=C(S2)C)C1)NN